C(C=C)OC=1C=C2C(=CNC2=CC1)C[C@@H](C(=O)O)N (S)-3-(5-(allyloxy)-1H-indol-3-yl)-2-aminopropanoic acid